(1R,2S)-N-(4-(2-(((1r,4r)-4-(dimethyl-amino)cyclohexyl)-amino)-8-isopropyl-7-oxo-7,8-dihydropteridin-6-yl)-2-fluoro-phenyl)-2-phenylcyclopropane-1-sulfonamide CN(C1CCC(CC1)NC1=NC=2N(C(C(=NC2C=N1)C1=CC(=C(C=C1)NS(=O)(=O)[C@H]1[C@@H](C1)C1=CC=CC=C1)F)=O)C(C)C)C